CC(C)N(C(C)C)C(=O)N1C2=CC=CC=C2C=C1P(C3CCCCC3)C4CCCCC4 2-(dicyclohexylphosphino)-N,N-diisopropyl-1H-indole-1-carboxamide